(S)-2-((4-((6-((4-cyano-2-fluorophenoxy)methyl)pyridin-2-yl)methoxy)piperidin-1-yl)methyl)-1-(oxetane-2-ylmethyl)-1H-benzo[d]imidazole C(#N)C1=CC(=C(OCC2=CC=CC(=N2)COC2CCN(CC2)CC2=NC3=C(N2C[C@H]2OCC2)C=CC=C3)C=C1)F